FC1=C(C(=CC=C1)OC)S(=O)(=O)NC1=NOC2=C1CC1(C3=CC=C(C=C32)CO)CC1 2-fluoro-N-(8'-(hydroxymethyl)-4'H-spiro[cyclopropane-1,5'-naphtho[2,1-d]isoxazol]-3'-yl)-6-methoxybenzenesulfonamide